FC1=C2C=C(N=CC2=C(C=C1)N1[C@@H]([C@H](C1)CS(=O)(=O)C)C)NC1=NC(=NC=C1)N1C[C@@H]([C@@H](CC1)OCCOC)F 5-fluoro-N-{2-[(3S,4R)-3-fluoro-4-(2-methoxyethoxy)piperidin-1-yl]pyrimidin-4-yl}-8-[(2R,3S)-3-(methanesulfonyl-methyl)-2-methylazetidin-1-yl]isoquinolin-3-amine